FC1=CC=2N(C=C1)N=C(N2)N[C@@H]2C[C@H](CC2)NC2=CC=C(C=N2)N2C(C=1N=C(N=CC1C2)C)=O 6-(6-(((1S,3S)-3-((7-fluoro-[1,2,4]triazolo[1,5-a]pyridin-2-yl)amino)cyclopentyl)amino)pyridin-3-yl)-2-methyl-5,6-dihydro-7H-pyrrolo[3,4-d]pyrimidin-7-one